OC1=C(C=C(C=C1)C(C)(C1=CC=CC=C1)C1=CC(=C(C=C1)O)C1CCCCC1)C1CCCCC1 1,1-bis(4-hydroxy-3-cyclohexylphenyl)-1-phenylethane